fluoropropyl ethyl ether C(C)OCCCF